(Z)-2-((4-([1,1'-biphenyl]-2-yl)-6-(morpholine-4-carbonyl)quinolin-2-yl)methylene)-1-acetylindolin-3-one C1(=C(C=CC=C1)C1=CC(=NC2=CC=C(C=C12)C(=O)N1CCOCC1)\C=C\1/N(C2=CC=CC=C2C1=O)C(C)=O)C1=CC=CC=C1